1-(bromomethyl)-2-cyclopropyl-benzene BrCC1=C(C=CC=C1)C1CC1